CN1C(=CC2=CC=CC=C12)C(=O)N 1-methyl-1H-indole-2-carboxamide